((3S,4S)-8-(5-((2-chloro-3-((N-(phenyl-carbamoyl)sulfamoyl)amino)phenyl)thio)pyrazin-2-yl)-3-methyl-2-oxa-8-azaspiro[4.5]decan-4-yl)amine ClC1=C(C=CC=C1NS(NC(NC1=CC=CC=C1)=O)(=O)=O)SC=1N=CC(=NC1)N1CCC2([C@@H]([C@@H](OC2)C)N)CC1